CCOC(=O)CCN(CC1=CC=CC=C1)SN(C)C(=O)O/N=C(/C)\\SC The molecule is a carbamate ester and an ethyl ester. It has a role as a carbamate insecticide, an EC 3.1.1.7 (acetylcholinesterase) inhibitor, an agrochemical and a nematicide.